FC1=C(C(=CC(=C1)OC)F)C=1C(N(N(C1)C)C1=CC(=CC(=C1)OC)OC)=O (2,6-difluoro-4-methoxyphenyl)-2-(3,5-dimethyloxyphenyl)-1-methyl-1,2-dihydro-3H-pyrazol-3-one